(2E)-1-methyl-3-[(4S,5S,6S)-1,4,5-trihydroxy-2,2,6-trimethylcyclohexyl]-2-propen-1-yl β-D-glucopyranoside O([C@H]1[C@H](O)[C@@H](O)[C@H](O)[C@H](O1)CO)C(\C=C\C1(C(C[C@@H]([C@H]([C@@H]1C)O)O)(C)C)O)C